FC=1C=CC=C2CCCNC12 8-fluoro-1,2,3,4-tetrahydroquinoline